FCC1CN(C1)C(=O)C=1C(=NN2C1NC(=CC2=O)C2=CC=C(C=C2)OC(C(F)(F)F)C2=CC=CC=C2)C2=NC=CN=C2C 3-[3-(fluoromethyl)azetidine-1-carbonyl]-2-(3-methylpyrazin-2-yl)-5-[4-[2,2,2-trifluoro-1-phenyl-ethoxy]phenyl]-4H-pyrazolo[1,5-a]pyrimidin-7-one